5-Amino-3-[4-[2-[[4-fluoro-3-(3-methyl-1-bicyclo[1.1.1]pentanyl)isoxazol-5-yl]amino]-2-oxo-ethyl]phenyl]-1-isopropyl-pyrazole-4-carboxamide NC1=C(C(=NN1C(C)C)C1=CC=C(C=C1)CC(=O)NC1=C(C(=NO1)C12CC(C1)(C2)C)F)C(=O)N